(2-benzyloxy-4,6-dihydroxy-phenyl)-isoindolin-2-yl-methanone C(C1=CC=CC=C1)OC1=C(C(=CC(=C1)O)O)C(=O)N1CC2=CC=CC=C2C1